C(C)OC1=CC=C(C=C1)C1=NC2=CC=NC=C2C(=C1)C(=O)O 2-(4-ethoxyphenyl)-1,6-naphthyridine-4-carboxylic acid